O1C2=C(OCC1)C=C(C=C2)C(=O)NC=2C=CC(=C(C2)NC(=O)C2=CC1=C(S2)C=C(C=C1)C(C1CCN(CC1)C(=O)OC(C)(C)C)O)F tert-Butyl 4-((2-((5-(2,3-Dihydrobenzo[b][1,4]dioxine-6-carboxamido)-2-fluorophenyl) carbamoyl)benzo[b]thiophen-6-yl)(hydroxy)methyl)piperidine-1-carboxylate